N-((R)-1-(3-(1-ethyl-1H-pyrazol-3-yl)-5-(1-methyl-1H-pyrazol-4-yl)phenyl)ethyl)-2-methyl-5-((1S)-1-(1-methylpyrrolidin-2-yl)ethoxy)benzamide C(C)N1N=C(C=C1)C=1C=C(C=C(C1)C=1C=NN(C1)C)[C@@H](C)NC(C1=C(C=CC(=C1)O[C@@H](C)C1N(CCC1)C)C)=O